[(4R)-2,2-dimethylchroman-4-yl]cyclopropanecarboxamide CC1(OC2=CC=CC=C2[C@@H](C1)C1(CC1)C(=O)N)C